N-(6-chlorothiazolo[4,5-c]pyridin-2-yl)-5'-methoxy-2',6-dimethyl-[4,4'-bipyridine]-3-carboxamide ClC1=CC2=C(C=N1)N=C(S2)NC(=O)C=2C=NC(=CC2C2=CC(=NC=C2OC)C)C